3-(2-hydroxyethyl)-4-(3-nitro-5-(trifluoromethyl)pyridin-2-yl)piperazine-1-carboxylic acid tert-butyl ester C(C)(C)(C)OC(=O)N1CC(N(CC1)C1=NC=C(C=C1[N+](=O)[O-])C(F)(F)F)CCO